(S)-1-[2-(Benzo[d]isoxazol-3-yl)phenyl]-2-(3,6-dimethylpyridin-2-yl)ethan-1-amine O1N=C(C2=C1C=CC=C2)C2=C(C=CC=C2)[C@H](CC2=NC(=CC=C2C)C)N